C(C=C)(=O)OCC(C)(C)C1OCC(CO1)(COC(C=C)=O)CC 2-[5-ethyl-5-[(acryloyloxy)methyl]-1,3-dioxan-2-yl]-2,2-dimethylethyl acrylate